(S)-4-(2-(1-(5-oxa-2-azaspiro[3.4]octan-7-yl)piperidin-4-yl)-5-fluorophenoxy)-2-methylbutan-2-ol C1NCC12OC[C@H](C2)N2CCC(CC2)C2=C(OCCC(C)(O)C)C=C(C=C2)F